C1(CCC1)C(=O)N1CCN(CC1)C1=C2C(=NC=C1)N(C(=C2)C=2C=NN(C2)C)S(=O)(=O)C2=CC=CC=C2 cyclobutyl-(4-(2-(1-methyl-1H-pyrazol-4-yl)-1-(benzenesulfonyl)-1H-pyrrolo[2,3-b]pyridin-4-yl)piperazin-1-yl)methanone